(1'R,2'S)-2-(2,6-Dichlorostyryl)-5,7-dihydroxy-8-(3-hydroxy-1-methylpiperidin-4-yl)-4H-chromen-4-on ClC1=C(C=CC=2OC3=C(C(=CC(=C3C(C2)=O)O)O)C2C(CN(CC2)C)O)C(=CC=C1)Cl